2-[amino amino]ethyl methacrylate C(C(=C)C)(=O)OCCNN